n-butyltrimethylammonium bis(trifluoromethylsulfonyl)imide [N-](S(=O)(=O)C(F)(F)F)S(=O)(=O)C(F)(F)F.C(CCC)[N+](C)(C)C